ClC1=CC2=C(N(C(N=C2N2C[C@H](N(C[C@@H]2C)C(=O)OC(C)(C)C)C)=O)C=2C(=NC=CC2C)C(C)C)N=C1C1=C(C=CC=C1)SC tert-butyl (2R,5S)-4-(6-chloro-1-(2-isopropyl-4-methylpyridin-3-yl)-7-(2-(methylthio)phenyl)-2-oxo-1,2-dihydropyrido[2,3-d]pyrimidin-4-yl)-2,5-dimethylpiperazine-1-carboxylate